CN1[C@H]2[C@@](CCC1)(CCC2)COC=2N=C(C1=C(N2)C(=C(N=C1)Cl)F)N1CCOCCC1 4-(2-{[(4aS,7aR)-1-methyl-octahydro-1H-cyclopenta[b]pyridin-4a-yl]methoxy}-7-chloro-8-fluoropyrido[4,3-d]pyrimidin-4-yl)-1,4-oxazepane